2-((2-hydroxyethyl)(methyl)amino)-1-phenyl-ethane ethyl-6-(5-methyl-1H-pyrazol-4-yl)-1H-pyrrolo[2,3-b]pyridine-2-carboxylate C(C)OC(=O)C1=CC=2C(=NC(=CC2)C=2C=NNC2C)N1.OCCN(CCC1=CC=CC=C1)C